ClC=1C=CC2=C(N=C(O2)N2CC3(C2)CC(C3)NC(=O)C3=CC(=NC=C3)S(=O)(=O)C3CC3)C1 N-[2-(5-chloro-1,3-benzoxazol-2-yl)-2-azaspiro[3.3]heptan-6-yl]-2-cyclopropylsulfonyl-pyridine-4-carboxamide